CC1N(CCC1)CCC methyl-1-propylpyrrolidine